1-methyl-1H-pyrazolo[4,3-b]pyridine-6-carboxylic acid CN1N=CC2=NC=C(C=C21)C(=O)O